1-Tert-butyl (2-((2-(2,6-dioxopiperidin-3-yl)-1,3-dioxoisoindolin-4-yl)amino)spiro[3.5]nonan-7-yl)(methyl)carbamate O=C1NC(CCC1N1C(C2=CC=CC(=C2C1=O)NC1CC2(C1)CCC(CC2)N(C(OC(C)(C)C)=O)C)=O)=O